4-((2-(3-(dimethylamino)phenoxy)ethoxy)methyl)-N-(3-methoxybenzyl)-N-(3-morpholinobenzyl)thiazol-2-amine CN(C=1C=C(OCCOCC=2N=C(SC2)N(CC2=CC(=CC=C2)N2CCOCC2)CC2=CC(=CC=C2)OC)C=CC1)C